N1=CC=C(C=C1)\C=C\C1=CC=NC=C1 2-trans-1,2-bis(4-pyridyl)ethylene